COC1=CC=C(C=C1)NC=1C(C(C1N(CC1=NC=C(C=C1)C1=NOC(=N1)C(F)(F)F)C)=O)=O 3-((4-methoxyphenyl)amino)-4-(methyl((5-(5-(trifluoromethyl)-1,2,4-oxadiazol-3-yl)pyridin-2-yl)methyl)amino)cyclobut-3-ene-1,2-dione